COC=1C=C2C(=NC(=NC2=CC1OCCCN1CCCC1)N1N=CN=C1)NC1CCS(CC1)(=O)=O 4-((6-methoxy-7-(3-(pyrrolidin-1-yl)propoxy)-2-(1H-1,2,4-triazol-1-yl)quinazolin-4-yl)amino)tetrahydro-2H-thiopyran 1,1-dioxide